FC=1C(=C(C=CC1)[C@@H]1C2=C(NC(=C1C(=O)OC)C)COC2=O)C(=C)C(F)(F)F (S)-methyl 4-(3-fluoro-2-(3,3,3-trifluoroprop-1-en-2-yl)phenyl)-2-methyl-5-oxo-1,4,5,7-tetrahydrofuro[3,4-b]pyridine-3-carboxylate